Cl.Cl.[Cl-].CC=1NC=C[NH+]1 methyl-imidazolium chloride 2HCl